4-(4-trifluoromethylbenzyl)-7-(3-chlorobenzyl)-6,7,8,9-tetrahydropyrido[3,4-e][1,2,4]triazolo[1,5-a]pyrimidin-5(4H)-one FC(C1=CC=C(CN2C=3N(C4=C(C2=O)CN(CC4)CC4=CC(=CC=C4)Cl)N=CN3)C=C1)(F)F